ClC1=C(C=CC=C1)CC(=O)NC1=CC(=C(C=C1)C=1OC(=NN1)C(F)(F)F)S(NCC1=C(C=C(C=C1)OC)OC)(=O)=O (2-chlorophenyl)-N-{3-[(2,4-dimethoxybenzyl)sulfamoyl]-4-[5-(trifluoromethyl)-1,3,4-oxadiazol-2-yl]phenyl}acetamide